N1CC(C1)N1C(N(C2=CC=C(C=C2C1=O)S(=O)(=O)NC1(CC1)C)CC1CC1)=O 3-(azetidin-3-yl)-1-(cyclopropylmethyl)-N-(1-methylcyclopropyl)-2,4-dioxo-1,2,3,4-tetrahydroquinazoline-6-sulfonamide